C1(=CC=CC=C1)CCNC(=O)C=1N=NC=CN1 N-phenylethyl-1,2,4-triazine-3-carboxamide